1-(3-bromo-4-methoxyphenyl)cyclopropan-1-ol BrC=1C=C(C=CC1OC)C1(CC1)O